bis[4-(methoxycarbonyl) phenyl] terephthalate C(C1=CC=C(C(=O)OC2=CC=C(C=C2)C(=O)OC)C=C1)(=O)OC1=CC=C(C=C1)C(=O)OC